BrC=1C(=NC(=NC1)NC1=C(C=C(C=C1)N1CCN(CC1)C)CC)NCCCNC(=O)C1COC1 N-(3-((5-bromo-2-((2-ethyl-4-(4-methylpiperazin-1-yl)phenyl)amino)pyrimidin-4-yl)amino)propyl)oxetane-3-carboxamide